2-(3,5-dichloro-4-((4-oxo-3,4,5,6,7,8-hexahydrophthalazin-1-yl)oxy)phenyl)-3,5-dioxo-2,3,4,5-tetrahydro-1,2,4-triazine-6-nitrile ClC=1C=C(C=C(C1OC1=NNC(C=2CCCCC12)=O)Cl)N1N=C(C(NC1=O)=O)C#N